O=CCC1N(CCCC1)C(=O)OC(C)(C)C tert-butyl (2-oxoethyl)-piperidine-1-carboxylate